3-(4-((6-cyclopropylimidazo[1,2-a]pyridin-2-yl)methoxy)-6-((4-(N-hydroxycarbamimidoyl)-2,6-dimethylbenzyl)amino)pyrimidin-2-yl)propanoic acid C1(CC1)C=1C=CC=2N(C1)C=C(N2)COC2=NC(=NC(=C2)NCC2=C(C=C(C=C2C)C(NO)=N)C)CCC(=O)O